9-(2-((2-(cyclohex-1-en-1-yl)ethyl)(methyl)amino)pyrimidin-5-yl)-6,7-dimethoxynaphtho[2,3-c]furan-1(3H)-one hydrochloride Cl.C1(=CCCCC1)CCN(C1=NC=C(C=N1)C1=C2C=C(C(=CC2=CC2=C1C(OC2)=O)OC)OC)C